BrC1=NSC(=N1)C1=CC=C(C=C1)N1CCCC1 3-bromo-5-(4-(pyrrolidin-1-yl)phenyl)-1,2,4-thiadiazole